2-methoxyquinoline-3-carbaldehyde COC1=NC2=CC=CC=C2C=C1C=O